4,4,5,5-tetramethyl-2-(4-(tetrahydro-2H-pyran-2-yl)phenyl)-1,3,2-dioxaborolane CC1(OB(OC1(C)C)C1=CC=C(C=C1)C1OCCCC1)C